C(C)(C)(C)OC(=O)N1C[C@H](OCC2(CC2)C1)C(=O)O (S)-8-(tert-Butoxycarbonyl)-5-oxa-8-azaspiro[2.6]nonane-6-carboxylic acid